(R)-1-(4-methoxyphenyl)ethanamine COC1=CC=C(C=C1)[C@@H](C)N